ClC=1C=C(C(=C(C=O)C1)I)O 5-Chloro-3-hydroxy-2-iodo-benzaldehyde